[4-(tetrahydro-2H-pyran-2-yloxy)butoxy]-3,4-dihydroisoquinoline-2(1H)-carboxylic acid tert-butyl ester C(C)(C)(C)OC(=O)N1C(C2=CC=CC=C2CC1)OCCCCOC1OCCCC1